OC=1C=C2C(N=CNC2=CC1)=O 6-hydroxy-1H-quinazolin-4-one